8-(1-bromoethyl)-2-(4,4-dimethyl-1-piperidyl)-3-methyl-6-(trifluoromethyl)chromen-4-one BrC(C)C=1C=C(C=C2C(C(=C(OC12)N1CCC(CC1)(C)C)C)=O)C(F)(F)F